3-(4-(hydroxyl)phenoxy)-1H-indole-4-carboxylic acid OC1=CC=C(OC2=CNC=3C=CC=C(C23)C(=O)O)C=C1